C(C)C1(NC(N(C(C1)=O)[C@H](C)C1=CC(=CC=C1)C(N[C@H]1[C@@H](C(OC2=CC=CC=C12)(C)C)O)=O)=[NH2+])CC [4,4-diethyl-1-[(1R)-1-[3-[[(3S,4R)-3-hydroxy-2,2-dimethyl-chroman-4-yl]carbamoyl]phenyl]ethyl]-6-oxo-hexahydropyrimidin-2-ylidene]ammonium